BrC1=C(C=C(C=C1)[C@@H](CC(=O)OCC)C)F ethyl (R)-3-(4-bromo-3-fluoro-phenyl)butanoate